3-(2-chlorophenoxy)azetidin ClC1=C(OC2CNC2)C=CC=C1